C(C)(C)(C)OC(=O)NC(C(=O)O)(C)C (tert-butoxycarbonylamino)-2-methylpropionic acid